C(CCCCC)C(C(=O)OCCCCCOC(=O)O[C@H](C(=O)OCCCCCOC(C(CCCCCCCC)CCCCCC)=O)CC(=O)OCCCN(C)C)CCCCCCCC 4-(3-(Dimethylamino)propyl) 1-(5-((2-hexyldecanoyl)oxy)pentyl) (2S)-2-((((5-((2-hexyldecanoyl)oxy)pentyl)oxy)carbonyl)oxy)succinate